2-(2-ethoxy)-1-ethanol CCOCCO